O1CCC(CC1)C(=O)N1CCC2=CC=CC=C12 indoline-1-yl (tetrahydro-2H-pyran-4-yl) ketone